C1(=CC=CC=C1)[C@H](C)NC1C(CN(C1)C(=O)[O-])C(=O)[O-] 4-(((s)-1-phenylethyl)amino)pyrrolidine-1,3-dicarboxylate